iridium dichloride [Ir](Cl)Cl